FC1=C(NC=2C3=C(N=CN2)C=CC(=N3)O[C@@H]3CN(CC3)C(C=C)=O)C=CC(=C1F)F 1-[(3S)-3-[4-(2,3,4-Trifluoroanilino)pyrido[3,2-d]pyrimidin-6-yl]oxypyrrolidin-1-yl]prop-2-en-1-one